potassium ethyl dithiocarbamate C(N)(SCC)=S.[K]